ClC=1C=C(C#N)C=C(C1)OC1=C(N=CN(C1=O)CC=1C(=NC(=NC1)Cl)OC)C(F)(F)F 3-chloro-5-((1-((2-chloro-4-methoxypyrimidin-5-yl)methyl)-6-oxo-4-(trifluoromethyl)-1,6-dihydropyrimidin-5-yl)oxy)benzonitrile